benzyl 2-ethyl-4-oxo-2,3-dihydropyridine-1-carboxylate C(C)C1N(C=CC(C1)=O)C(=O)OCC1=CC=CC=C1